COC1CCC(CC1)C1=NN(C(=C1\N=N\C1=CC=CC=C1)C(=O)OCC)C ethyl 3-((1s,4s)-4-methoxycyclohexyl)-1-methyl-4-((E)-phenyldiazenyl)-1H-pyrazole-5-carboxylate